BrC=1C=NN(C1C1=CC=C(C=C1)OC)C1=CC=C(C=C1)C(CC)(F)F 4-bromo-N-(4-(1,1-difluoropropyl)phenyl)-5-(4-methoxyphenyl)-1H-pyrazole